(2-{4,4-Dimethyl-9-oxo-1,10-diazatricyclo[6.4.0.02,6]dodeca-2(6),7-dien-10-yl}-4-{1-methyl-5-[(5-methyl-1H-pyrazol-3-yl)amino]-6-oxo-1,6-dihydropyridin-3-yl}pyridin-3-yl)methyl Acetate C(C)(=O)OCC=1C(=NC=CC1C1=CN(C(C(=C1)NC1=NNC(=C1)C)=O)C)N1C(C2=CC=3CC(CC3N2CC1)(C)C)=O